N1(CCOCC1)CC 2-(morpholin-4-yl)ethane